6-(methylamino)-5-(2H-1,2,3-triazol-2-yl)pyridin-2-yl trifluoromethanesulfonate FC(S(=O)(=O)OC1=NC(=C(C=C1)N1N=CC=N1)NC)(F)F